1-(3-Aminopyrazolo[1,5-a]pyridin-5-yl)-2,2,2-trifluoroethan-1-ol NC=1C=NN2C1C=C(C=C2)C(C(F)(F)F)O